NC1=C2C(=NC=N1)N(N=C2C2=CC=C(C=1N2C=CN1)NC(=O)NC1=NOC(=C1)C1(CC1)C(F)(F)F)C1CNCCC1 1-(5-(4-amino-1-(piperidin-3-yl)-1H-pyrazolo[3,4-d]pyrimidin-3-yl)imidazo[1,2-a]-pyridin-8-yl)-3-(5-(1-(trifluoro-methyl)cyclopropyl)isoxazol-3-yl)urea